chloro-3-(2-methoxypyridin-4-yl)-5-((3aR,5s,6aS)-2-(tetrahydro-2H-pyran-4-yl)octahydrocyclopenta[c]pyrrol-5-yl)-1H-indazole ClN1N=C(C2=CC(=CC=C12)C1C[C@@H]2[C@@H](CN(C2)C2CCOCC2)C1)C1=CC(=NC=C1)OC